FC=1C(=CC=2C3=C(C=NC2C1)N(C(C31CC(C1)N(C1=CC=CC=C1)C)=O)C)C=1C=C(C(=NC1)OCCNC(C)C)NS(=O)(=O)C N-(5-(7'-Fluoro-3'-methyl-3-(methyl(phenyl)amino)-2'-oxo-2',3'-dihydrospiro[cyclobutane-1,1'-pyrrolo[2,3-c]quinolin]-8'-yl)-2-(2-(isopropylamino)ethoxy)pyridin-3-yl)methanesulfonamide